C(CCCCCCCCC)C(CCO)CCCCCCCCCCC 3-decyltetradecanol